1-{[(5R)-3-{2-Fluoro-4'-[3-(fluoromethyl)-1-methylazetidine-3-sulfonyl][1,1'-biphenyl]-4-yl}-4,5-dihydro-1,2-oxazol-5-yl]methyl}-1H-1,2,3-triazole FC1=C(C=CC(=C1)C1=NO[C@H](C1)CN1N=NC=C1)C1=CC=C(C=C1)S(=O)(=O)C1(CN(C1)C)CF